N-(2,6-difluorophenyl)-8-fluoro-5-methoxy-[1,2,4]triazolo[1,5-c]pyrimidine-2-sulfonamide FC1=C(C(=CC=C1)F)NS(=O)(=O)C1=NN2C(=NC=C(C2=N1)F)OC